ethyl 1-(3-chloropyridin-2-yl)-3-[5-(trifluoromethyl)-1H-tetrazol-1-yl]-1H-pyrazole-5-carboxylate ClC=1C(=NC=CC1)N1N=C(C=C1C(=O)OCC)N1N=NN=C1C(F)(F)F